C1(CC1)NC[C@H](C(C)C)N1C2=C(C(C3=CC(=CC=C13)F)=O)C1=CC3=C(C(N1C2)=O)COC([C@]3(O)CC)=O (S)-11-((S)-1-(cyclopropylamino)-3-methylbutan-2-yl)-4-ethyl-8-fluoro-4-hydroxy-1,12-dihydro-14H-pyrano[3',4':6,7]indolizino[2,1-b]quinoline-3,6,14(4H,11H)-trione